4-((8-chloroquinolin-4-yl)amino)piperidine-1-carboxylic acid tert-butyl ester C(C)(C)(C)OC(=O)N1CCC(CC1)NC1=CC=NC2=C(C=CC=C12)Cl